ClC=1C=CC2=C(CC3(CC=4N2C(=NN4)C4CCC(CC4)(CCC)OC)OCCO3)C1 8'-Chloro-1'-(trans-4-methoxy-4-propylcyclohexyl)-4'H,6'H-spiro[1,3-dioxolan-2,5'-[1,2,4]triazolo[4,3-a][1]benzazepin]